4-(4-(4-(4-Methoxyphenyl)piperazin-1-yl)phenyl)-1-methyl-1H-1,2,4-triazol-5(4H)-one COC1=CC=C(C=C1)N1CCN(CC1)C1=CC=C(C=C1)N1C=NN(C1=O)C